(S)-2-((9-((S)-4-(difluoromethyl)-2-carbonyloxazolidin-3-yl)-5,6-dihydroimidazo[1,2-d]thieno[2,3-f][1,4]oxazepin-2-yl)amino)propanamide FC([C@H]1N(C(OC1)=C=O)C=1N=C2N(CCOC3=C2SC(=C3)N[C@H](C(=O)N)C)C1)F